COCCN1CCN(CC1)C=1OC2=C(N1)C=CC(=C2)N2C=C(C(C=C2C2=CC(=C(C=C2)N2CCCC2)C(F)(F)F)=O)C(=O)O 1-(2-(4-(2-methoxyethyl)piperazin-1-yl)benzo[d]oxazol-6-yl)-4-oxo-6-(4-(pyrrolidin-1-yl)-3-(trifluoromethyl)phenyl)-1,4-dihydropyridine-3-carboxylic acid